C(C)(C)(C)OC(N(CC1=C(C=CC2=C1CCO2)F)C2=NC=C(C=1N2C=C(N1)C#N)C(\C=C\N(C)C)=O)=O.OCNC(C=C)=O N-hydroxymethyl-acrylamide tert-butyl-(E)-(2-cyano-8-(3-(dimethylamino)acryloyl)imidazo[1,2-c]pyrimidin-5-yl)((5-fluoro-2,3-dihydrobenzofuran-4-yl)methyl)carbamate